1-[4-{4-(2-hydroxy-2-methyl-propionyl)benzyl}phenyl]-2-methyl-propan-1-one OC(C(=O)C1=CC=C(CC2=CC=C(C=C2)C(C(C)C)=O)C=C1)(C)C